(R)-4-((2-Hydroxy-2-methylpropyl)sulfonamido)-N-(6-(2-methylmorpholino)pyridin-2-yl)-2-(6-azaspiro[2.5]octan-6-yl)benzamide OC(CS(=O)(=O)NC1=CC(=C(C(=O)NC2=NC(=CC=C2)N2C[C@H](OCC2)C)C=C1)N1CCC2(CC2)CC1)(C)C